3-(((4-Cyclopropylmorpholin-2-yl)methyl)amino)-1H-pyrrole-2-carboxylic acid ethyl ester C(C)OC(=O)C=1NC=CC1NCC1CN(CCO1)C1CC1